IC1=CN=C2N1C=CC(=C2)OCC=2C=NN(C2)C 3-iodo-7-((1-methyl-1H-pyrazol-4-yl)methoxy)imidazo[1,2-a]pyridine